FC=1C(=CC(=NC1)OC)[C@H](C(=O)N1CC2(NC3=NC(=C(C=C3CC2)C2=NC=CC=N2)C(F)(F)F)CC1)C (2R)-2-(5-fluoro-2-methoxypyridin-4-yl)-1-(6'-(pyrimidin-2-yl)-7'-(trifluoromethyl)-3',4'-dihydro-1'H-spiro[pyrrolidin-3,2'-[1,8]naphthyridin]-1-yl)propan-1-one